N[C@H]1C2N(CC1CC2)C(=O)C2=CC1=C(N(C(=N1)C1=CC=3C(=NC(=CC3)C=3C(=C(C=C(C3)Cl)O)C)N1CC1CC1)C)C(=C2)OC 3-(2-{5-[(7R)-7-amino-2-azabicyclo[2.2.1]heptane-2-carbonyl]-7-methoxy-1-methyl-1H-1,3-benzodiazol-2-yl}-1-(cyclopropylmethyl)-1H-pyrrolo[2,3-b]pyridin-6-yl)-5-chloro-2-methylphenol